5-(benzyloxy)-1-(indeno[1,2-a]inden-4b(9H)-yl)-3-(2-phenoxyethyl)-2,3-dihydro-1H-pyrido[2,1-f][1,2,4]triazine-4,6-dione C(C1=CC=CC=C1)OC=1C(C=CN2N(CN(C(C21)=O)CCOC2=CC=CC=C2)C21C(=CC3=CC=CC=C23)CC=2C=CC=CC21)=O